4-PHENYL-3-BUTEN-2-ONE C1(=CC=CC=C1)C=CC(C)=O